2-methyl-1-(4-methylsulfanyl-phenyl)-2-morpholino-1-propanone CC(C(=O)C1=CC=C(C=C1)SC)(C)N1CCOCC1